tert-butyl (1S,4S)-5-(5-(1,3-dioxolan-2-yl)-2-fluorophenyl)-2,5-diazabicyclo[2.2.1]heptan-2-carboxylate O1C(OCC1)C=1C=CC(=C(C1)N1[C@@H]2CN([C@H](C1)C2)C(=O)OC(C)(C)C)F